3-(2-imino-4-oxothiazolidin-3-yl)-4-(3,3,3-trifluoropropoxy)benzonitrile N=C1SCC(N1C=1C=C(C#N)C=CC1OCCC(F)(F)F)=O